FC=1C=CC(=NC1)NC(CN1C=2N(C(C3=C1C(N(C3)[C@H](COC)C)=O)=O)N=C(C2)NC)=O N-(5-fluoropyridin-2-yl)-2-{6-[(2S)-1-methoxyprop-2-yl]-2-(methylamino)-5,8-dioxo-5,6,7,8-tetrahydro-4H-pyrazolo[1,5-a]pyrrolo[3,4-d]pyrimidin-4-yl}acetamide